O=C1NC(CC[C@@H]1N1C(C2=CC=C(C=C2C1)N1CCN(CC1)CC1CCN(CC1)C1=CC=C(C=C1)C1=C(CCCC2=C1C=CC(=C2)C(=O)O)C2=CC=C(C=C2)F)=O)=O 5-[4-[4-[[4-[2-[(3S)-2,6-dioxo-3-piperidyl]-1-oxo-isoindolin-5-yl]piperazin-1-yl]methyl]-1-piperidyl]phenyl]-6-(4-fluorophenyl)-8,9-dihydro-7H-benzo[7]annulene-2-carboxylic acid